CN(CC(=O)NNC(CC1(OCCO1)CCC1CCOCC1)=O)C 2-(dimethylamino)-N'-(2-(2-(2-(tetrahydro-2H-pyran-4-yl)ethyl)-1,3-dioxolan-2-yl)acetyl)acetohydrazide